FC=1C(=C(C=O)C=C(C1)C(=O)N1CCN(CC1)C=1C=NC(=CC1)N1CC2C(C1)CCC2)O 3-fluoro-5-(4-(6-(hexahydrocyclopenta[c]pyrrol-2(1H)-yl)pyridin-3-yl)piperazine-1-carbonyl)-2-hydroxybenzaldehyde